(2R,8aS)-2-(2,3-dichloro-6-hydroxyphenyl)-6,7-dihydroxy-hexahydro-1H-indolizin-5-one ClC1=C(C(=CC=C1Cl)O)[C@H]1C[C@H]2CC(C(C(N2C1)=O)O)O